2,6-difluoro-4'-(1,1,1,3,3,3-hexafluoro-2-hydroxypropane-2-yl)-(1,1'-biphenyl) FC1=C(C(=CC=C1)F)C1=CC=C(C=C1)C(C(F)(F)F)(C(F)(F)F)O